COC=1C=C2C(=CC(=NC2=CC1)NC1=CC=C(C=C1)C)C(F)(F)F 6-methoxy-N-(4-methylphenyl)-4-trifluoromethylquinolin-2-amine